3,3'-dibromo-4,4'-biphenyl BrC=1C=CC=CC1C1=C(C=CC=C1)Br